ClC1=CC=C(C=N1)NC1=NC=CC2=CC(=CC=C12)OCC=1C=NC(=CC1)C N-(6-chloropyridin-3-yl)-6-((6-methylpyridin-3-yl)methoxy)isoquinolin-1-amine